2,2'-disulfanediyl-bis(ethan-1-ol) S(SCCO)CCO